N-(2-(3-((2-methoxy-4-(methylsulfonyl)phenyl)amino)prop-1-yn-1-yl)-3-(2,2,2-trifluoroethyl)benzo[b]thiophen-7-yl)-3-azabicyclo[3.2.1]octan-8-amine COC1=C(C=CC(=C1)S(=O)(=O)C)NCC#CC1=C(C2=C(S1)C(=CC=C2)NC2C1CNCC2CC1)CC(F)(F)F